Cl.N[C@H](C(=O)OC(C)(C)C)CCC(=O)OC(C)(C)C 1,5-di-tert-butyl (2s)-2-aminopentanedioate hydrochloride